ClC1=C(C(=CC=C1Cl)O)[C@H]1C[C@@H]2N(C([C@@H](N(C2)C(CO)=O)C)=O)C1 (3S,7R,8aS)-7-(2,3-dichloro-6-hydroxyphenyl)-2-(2-hydroxyacetyl)-3-methyl-hexahydropyrrolo[1,2-a]pyrazin-4-one